N-(2,6-Difluoro-3-methylphenyl)acetamide FC1=C(C(=CC=C1C)F)NC(C)=O